N-(2-(4-(2-aminopropan-2-yl)-6-(3,4-difluorophenyl)pyridin-2-yl)-2-hydroxypropyl)-1'-methyl-1'H-[1,3'-bipyrazole]-5'-carboxamide NC(C)(C)C1=CC(=NC(=C1)C1=CC(=C(C=C1)F)F)C(CNC(=O)C1=CC(=NN1C)N1N=CC=C1)(C)O